CC=1OC(=CC1C(=O)NC1=NC(=NS1)CC(C)N1CCCCC1)C1=CC(=CC=C1)OC(F)F 2-Methyl-5-(3-(difluoromethoxy)phenyl)-N-(3-(2-(piperidin-1-yl)propyl)-1,2,4-thiadiazole-5-yl)furan-3-carboxamide